ClC1=C(C=CC=C1)[C@H]1[C@H](O1)C1=C(C=C(C=C1)F)F |o1:7,8| rel-(2R,3S)-3-(2-chlorophenyl)-2-(2,4-difluorophenyl)oxirane